N-(2-Phenoxyethyl)-4-(pyridin-3-yl)-1H-imidazole-1-carboxamide O(C1=CC=CC=C1)CCNC(=O)N1C=NC(=C1)C=1C=NC=CC1